CN1C(N(C2=NC(=NC=C12)NC=1C=NC(=CC1C)C=1C=NN(C1)C)C1CCOCC1)=O 7-methyl-2-((4-methyl-6-(1-methyl-1H-pyrazol-4-yl)pyridin-3-yl)amino)-9-(tetrahydro-2H-pyran-4-yl)-7,9-dihydro-8H-purin-8-one